C(C)(C)(C)OC(=O)NS(=O)(=O)/C=C/[C@H]1N(CCC1)C(=O)OC(C)(C)C (S,E)-tert-butyl 2-(2-(N-(tert-butoxycarbonyl)sulfamoyl)vinyl)pyrrolidine-1-carboxylate